4-((5'S,7a'R)-5'-(3,5-difluorophenyl)-3'-oxo-tetrahydro-3'H-spiro-[piperidine-4,2'-pyrrolo-[2,1-b]oxazole]-1-carbonyl)-3-fluorobenzonitrile FC=1C=C(C=C(C1)F)[C@@H]1CC[C@H]2OC3(C(N21)=O)CCN(CC3)C(=O)C3=C(C=C(C#N)C=C3)F